5-(benzo[d]thiazol-5-yl)-2-methylmorpholine S1C=NC2=C1C=CC(=C2)C2COC(CN2)C